O1C(=CC=C1)C(=O)NC=1C=C(C=CC1)C(CC(=O)OCC)=O Ethyl 3-(3-(furan-2-carboxamido) phenyl)-3-oxopropionate